4-(8-((1R,5S)-3,8-diazabicyclo[3.2.1]octan-3-yl)-6-chloro-4-fluoro-1-methoxy-5-methyl-2,7-naphthyridin-3-yl)-5-ethynyl-6-fluoronaphthalen-2-ol [C@H]12CN(C[C@H](CC1)N2)C=2N=C(C(=C1C(=C(N=C(C21)OC)C2=CC(=CC1=CC=C(C(=C21)C#C)F)O)F)C)Cl